(3R,4S)-N-(2,3-difluorophenyl)-1-methyl-4-[1-methyl-5-(trifluoromethyl)pyrazol-3-yl]-2-oxo-pyrrolidine-3-carboxamide FC1=C(C=CC=C1F)NC(=O)[C@@H]1C(N(C[C@H]1C1=NN(C(=C1)C(F)(F)F)C)C)=O